3-(3-methyl-5-{6-[3-(methylamino)propyl]-3,6-diazabicyclo[3.1.1]heptan-3-yl}-2-oxo-1,3-benzodiazol-1-yl)piperidine-2,6-dione CN1C(N(C2=C1C=C(C=C2)N2CC1N(C(C2)C1)CCCNC)C1C(NC(CC1)=O)=O)=O